tert-butyl (1R,2'R,3s,3'R,5S)-2'-hydroxy-3'-((R)-5H-imidazo[5,1-a]isoindol-5-yl)-8-azaspiro[bicyclo[3.2.1]octane-3,1'-cyclobutane]-8-carboxylate O[C@H]1C2(C[C@@H]1[C@H]1N3C(C4=CC=CC=C14)=CN=C3)C[C@H]3CC[C@@H](C2)N3C(=O)OC(C)(C)C